OC=1C(=CC2=CN(N=C2C1C)C)C=1N=CC2=C(N1)C=CN(C2=O)[C@@H]2[C@@H]1CN([C@H](C2)C1)C(=O)OC(C)(C)C tert-butyl (1S,4S,5S)-5-(2-(6-hydroxy-2,7-dimethyl-2H-indazol-5-yl)-5-oxopyrido[4,3-d]pyrimidin-6(5H)-yl)-2-azabicyclo[2.2.1]heptane-2-carboxylate